1-tridecanoyl-2-(9Z,12Z-octadecadienoyl)-glycero-3-phosphoserine CCCCCCCCCCCCC(=O)OC[C@H](COP(=O)(O)OC[C@@H](C(=O)O)N)OC(=O)CCCCCCC/C=C\C/C=C\CCCCC